CN1CC(C1)CC1=NN=C(O1)[C@@]12CN(C[C@]2(C1)C(F)(F)F)C1=C2C=CC=NC2=C(C=C1)C#N 5-((1S,5R)-1-(5-((1-methylazetidin-3-yl)methyl)-1,3,4-oxadiazol-2-yl)-5-(trifluoromethyl)-3-azabicyclo[3.1.0]hexane-3-yl)quinoline-8-carbonitrile